5-bromo-2-(3-iodo-1,4,6,7-tetrahydro-5H-pyrazolo[4,3-c]pyridin-5-yl)-N-methyl-3-nitrobenzamide BrC=1C=C(C(=C(C(=O)NC)C1)N1CC2=C(CC1)NN=C2I)[N+](=O)[O-]